BrC=1C(=C(C(=C(N(CC2=CC=C(C=C2)OC)CC2=CC=C(C=C2)OC)C1)F)Cl)I 5-bromo-3-chloro-2-fluoro-4-iodo-N,N-bis(4-methoxybenzyl)aniline